(2S)-4-[(tert-butyldimethylsilyl)oxy]-2-({[(9H-fluoren-9-yl)methoxy]carbonyl}(methyl)amino)butanoic acid [Si](C)(C)(C(C)(C)C)OCC[C@@H](C(=O)O)N(C)C(=O)OCC1C2=CC=CC=C2C=2C=CC=CC12